ClC=1C(=C(CN2CCC(CC2)(C(=O)O)CC2=NC(=NC(=C2F)C2(CCC2)O)NC2=NNC(=C2)C)C=CC1)F 1-(3-chloro-2-fluorobenzyl)-4-((5-fluoro-6-(1-hydroxycyclobutyl)-2-((5-methyl-1H-pyrazol-3-yl)-amino)pyrimidin-4-yl)methyl)-piperidine-4-carboxylic acid